CCCCC/C=C\\C/C=C\\CCCCCCCC(=O)OC[C@H](COP(=O)([O-])OCC[N+](C)(C)C)OC(=O)CCCCCCC/C=C\\C/C=C\\CCCCC The molecule is a 1,2-di-octadecadienoyl-sn-glycero-3-phosphocholine in which the double bonds in each fatty acyl group are at positions 9 and 12 and have Z configuration. It derives from a linoleic acid.